NC1=CC(NC=N1)=O 6-aminopyrimidin-4(3H)-one